[5-[(1R)-1-(3,5-dichloro-4-pyridyl)ethoxy]-6-methoxy-1-tetrahydropyran-2-yl-indazol-3-yl]boronic acid ClC=1C=NC=C(C1[C@@H](C)OC=1C=C2C(=NN(C2=CC1OC)C1OCCCC1)B(O)O)Cl